NCCCCCCNC1=NC(=NC(=N1)NCCCCCCN)NCCCCCCN tris-(6-aminohexyl)melamine